BrC1=C(C(=CC(=C1)C)F)O 2-bromo-6-fluoro-4-methylphenol